C(C)(=O)OC(CC=1C=C(N2C1C1=CC(=C(C=C1CC2)OC)Br)C(=O)OCC)(C)C Ethyl 1-(2-acetoxy-2-methylpropyl)-9-bromo-8-methoxy-5,6-dihydropyrrolo[2,1-a]isoquinoline-3-carboxylate